tert-butyl 3-(2-(cyclopentanesulfonyl)-5-oxo-8,8-di(2,5,8,11-tetraoxatridecan-13-yl)-7,8-dihydropyrido[4,3-d]pyrimidin-6(5H)-yl)propanoate C1(CCCC1)S(=O)(=O)C=1N=CC2=C(N1)C(CN(C2=O)CCC(=O)OC(C)(C)C)(CCOCCOCCOCCOC)CCOCCOCCOCCOC